3-{2-Chloro-4-fluoro-5-[3-methyl-2,6-dioxo-4-(trifluoromethyl)-3,6-dihydropyrimidin-1(2H)-yl]phenyl}-6-methyl-3a,4,5,6-tetrahydro-6aH-cyclopenta[d][1,2]oxazol-6a-carboxylic acid ClC1=C(C=C(C(=C1)F)N1C(N(C(=CC1=O)C(F)(F)F)C)=O)C1=NOC2(C1CCC2C)C(=O)O